COC=1C=C2C(=NC=NC2=CC1OC)N1CC(C1)CNS(=O)(=O)NC(OC(C)(C)C)=O tert-butyl N-((1-(6,7-dimethoxyquinazolin-4-yl)azetidin-3-yl)methyl)sulfamoylcarbamate